C(C)(=O)C=1C=C(C=C2C(C(=C(OC12)N1CC2=CC=C(C=C2C1)F)C)=O)C 8-acetyl-2-(5-fLuoroisoindolin-2-yl)-3,6-dimethyl-chromen-4-one